C(C)(C)(C)OC(=O)N1C(C(C(C1)C)=O)CC1=C(C(=CC=C1)Br)F 2-[(3-bromo-2-fluorophenyl)methyl]-4-methyl-3-oxopyrrolidine-1-carboxylic acid tert-butyl ester